[4-Fluoro-3-(7-morpholin-4-yl-quinazolin-4-yl)phenyl]-(4-methoxy-pyridazin-3-yl)methanol FC1=C(C=C(C=C1)C(O)C=1N=NC=CC1OC)C1=NC=NC2=CC(=CC=C12)N1CCOCC1